dihydro-1,2,5-thiadiazole S1NCC=N1